4-fluoro-1-methyl-5-(4,4,5,5-Tetramethyl-1,3,2-dioxaborolan-2-yl)-1H-pyrazole FC=1C=NN(C1B1OC(C(O1)(C)C)(C)C)C